2,3,5,6,7,8-Hexahydropyrrolo[3,4-b]indolizin-1-one C1(NCC2=C1C=C1CCCCN21)=O